(1S)-1,5-anhydro-1-(4-chloro-3-{4-[(3S)-tetrahydrofurane-3-yloxy]benzyl}phenyl)-D-glucitol ClC1=C(C=C(C=C1)[C@H]1[C@H](O)[C@@H](O)[C@H](O)[C@H](O1)CO)CC1=CC=C(C=C1)O[C@@H]1COCC1